FC1([C@H](C12CCN(CC2)S(=O)(=O)N)C2=NOC(=N2)C=2C=NN1C2CCCC1)F (2R)-1,1-difluoro-2-[5-(4,5,6,7-tetrahydropyrazolo[1,5-a]pyridin-3-yl)-1,2,4-oxadiazol-3-yl]-6-azaspiro[2.5]octane-6-sulfonamide